4-[3-[(3R,9aS)-3-(3-chloro-4-fluoro-phenyl)-3-hydroxy-1,4,6,7,9,9a-hexahydropyrazino[2,1-c][1,4]oxazine-8-carbonyl]-2-chlorophenyl]-1H-pyrrole-2-carbonitrile ClC=1C=C(C=CC1F)[C@@]1(CN2[C@H](CO1)CN(CC2)C(=O)C=2C(=C(C=CC2)C=2C=C(NC2)C#N)Cl)O